(R-tetrahydrofuran-3-yl)-N-(2,2,2-trifluoroethyl)acetamide O1C[C@H](CC1)CC(=O)NCC(F)(F)F